tert-Butyl (4S)-4-[3-(4-tert-butyl-2-pyridyl)-3-(tert-butylsulfinylamino)propyl]-2,2-dimethyl-pyrrolidine-1-carboxylate C(C)(C)(C)C1=CC(=NC=C1)C(CC[C@H]1CC(N(C1)C(=O)OC(C)(C)C)(C)C)NS(=O)C(C)(C)C